4-fluorobutane-2-sulfonic acid FCCC(C)S(=O)(=O)O